(1-{2-chloro-5-fluoropyrrolo[2,1-f][1,2,4]triazin-7-yl}cyclopropyl)methanol ClC1=NN2C(C=N1)=C(C=C2C2(CC2)CO)F